methyl 2-(6-chloro-2,3,4,9-tetrahydro-1H-pyrido[3,4-b]indol-1-yl)acetate ClC=1C=C2C3=C(NC2=CC1)C(NCC3)CC(=O)OC